ClC1=CC(=NC(=C1)Cl)C(=O)N1CCC2=CC=CC=C12 (4,6-Dichloropyridin-2-yl)(indolin-1-yl)methanone